CC1=CC=CC=2NC(COC21)=O 8-methyl-3,4-dihydro-2H-benzo[1,4]oxazin-3-one